C(C(=O)O)(=O)O.NC1=NN(C=C1C=1C2=C(N=CN1)NC=C2)C2(CN(C2)S(=O)(=O)C(C)C)CC#N {3-[3-amino-4-(7H-pyrrolo[2,3-d]pyrimidin-4-yl)-1H-pyrazol-1-yl]-1-(isopropylsulfonyl)azetidin-3-yl}acetonitrile oxalate salt